1-[(2S,4S)-2-[(6-chloropyrazolo[3,4-d]pyrimidin-1-yl)methyl]-4-fluoro-pyrrolidin-1-yl]ethan-1-one ClC1=NC=C2C(=N1)N(N=C2)C[C@H]2N(C[C@H](C2)F)C(C)=O